1-(4-carboxyperoxybenzyl)-3-methylimidazole iron tetrachloride salt [Fe](Cl)(Cl)(Cl)Cl.C(=O)(O)OOC1=CC=C(CN2CN(C=C2)C)C=C1